1-((4-(1-(hydroxyamino)ethyl)phenyl)sulfonyl)piperidine-2-carboxylic acid ONC(C)C1=CC=C(C=C1)S(=O)(=O)N1C(CCCC1)C(=O)O